2-fluoropyridine-4-carbonitrile FC1=NC=CC(=C1)C#N